acetic acid (2R,3R,4S,5R)-4-(benzyloxy)-5-((benzyloxy) methyl)-2-(5-chloro-2,4-dioxo-3,4-dihydropyrimidin-1(2H)-yl)-5-methyltetrahydrofuran-3-yl ester C(C1=CC=CC=C1)O[C@H]1[C@H]([C@@H](O[C@]1(C)COCC1=CC=CC=C1)N1C(NC(C(=C1)Cl)=O)=O)OC(C)=O